CN1SC=CC1=O 2-Methyl-4-isothiazolin-3-one